NC1CCOCC1 4-aminotetrahydro-2H-pyran